CO[Si](CCCN(C)C)(OC)OC 3-(trimethoxysilyl)-N,N-dimethylpropan-1-amine